ClC=1C=C(CN2C(\C(\C3=CC=CC=C23)=C/C=2NC(=CC2C)C)=O)C=CC1Cl (Z)-1-(3,4-dichlorobenzyl)-3-((3,5-dimethyl-1H-pyrrol-2-yl)methylene)-2-indolone